ammonium thioformate acetate C(C)(=O)[O-].C(=S)[O-].[NH4+].[NH4+]